Cl.CC1(NCCC(C1)N1N=NC2=C1N=NC(=C2)C2=C(C=C(C=C2)C=2C=NNC2)O)C 2-[3-(2,2-dimethylpiperidin-4-yl)-3H-[1,2,3]triazolo[4,5-c]pyridazin-6-yl]-5-(1H-pyrazol-4-yl)phenol hydrochloride